S1C=NC(=C1)N 4-thiazolamine